[F].ClCCl dichloromethane fluorine